ClC=1N=C(N(C1C1=CC=C(C=C1)C)S(=O)(=O)N(C)C)C#N 4-chloro-2-cyano-1-dimethylaminosulfonyl-5-(4-methylphenyl)imidazole